3-(2-methyl-6-morpholin-4-ylpyrimidin-4-yl)oxy-4-(4-pyrrolidin-3-ylphenyl)benzonitrile CC1=NC(=CC(=N1)OC=1C=C(C#N)C=CC1C1=CC=C(C=C1)C1CNCC1)N1CCOCC1